3-tert-butyl-4-({3-[(1-methylcyclopropyl)carbamoyl]phenyl}amino)-N-[(2E)-1-methylimidazolidin-2-ylidene]benzamide C(C)(C)(C)C=1C=C(C(=O)/N=C\2/N(CCN2)C)C=CC1NC1=CC(=CC=C1)C(NC1(CC1)C)=O